COC(C[C@@H](C(CF)=O)NC(=O)OC(C)(C)C)=O (3S)-3-[[tert-butoxycarbonyl]amino]-5-fluoro-4-oxopentanoic acid methyl ester